3-{4-[4-(cyclohexylmethoxy)thiophen-3-yl]-1H-1,2,3-triazol-1-yl}piperidine-2,6-dione C1(CCCCC1)COC=1C(=CSC1)C=1N=NN(C1)C1C(NC(CC1)=O)=O